2-(dodecylmercaptothiocarbonylthio)-isobutyric acid C(CCCCCCCCCCC)SC(=S)SC(C(=O)O)(C)C